N[C@H](C(=O)NCC1=C(C(=CC=C1)Cl)F)CC1=CC=CC=C1 (S)-2-amino-N-(3-chloro-2-fluorophenylmethyl)-3-phenylpropionamide